C(C)C1=C(C=C(C(=C1)O)F)C1=CC(=C2C(=NNC2=C1)C1=NC2=C(CN(CC2)C(CN2CCOCC2)=O)N1)F [2-[6-(2-ethyl-5-fluoro-4-hydroxy-phenyl)-4-fluoro-1H-indazol-3-yl]-3,4,6,7-tetrahydroimidazo[4,5-c]pyridin-5-yl]-2-morpholino-ethanone